(R)-4-(N-(4-cyclohexylbenzyl)-1-((perfluorophenyl)sulfonyl)pyrrolidine-2-carboxamido)-3-fluorobenzoic acid C1(CCCCC1)C1=CC=C(CN(C(=O)[C@@H]2N(CCC2)S(=O)(=O)C2=C(C(=C(C(=C2F)F)F)F)F)C2=C(C=C(C(=O)O)C=C2)F)C=C1